COC1=C(CNC=2N=NC(=CC2C(=O)NC2CCC(CC2)OC)N2C=NC=C2)C=CC(=C1)OC 3-((2,4-dimethoxybenzyl)amino)-6-(1H-imidazol-1-yl)-N-((1r,4r)-4-methoxycyclohexyl)pyridazine-4-carboxamide